5,6'-dibromo-6,7'-dihydroxy-spiro[benzofuran-3,4'-chromane]-2,2'-dione BrC=1C(=CC2=C(C1)C1(CC(OC3=CC(=C(C=C13)Br)O)=O)C(O2)=O)O